C1(=C(C=CC=C1)C=1CC2=C3C(=C4CC(CC4=C2C1)(C)C)CC(C3)(C)C)C3=C(C=CC=C3)C=3CC1=C2C(=C4CC(CC4=C1C3)(C)C)CC(C2)(C)C 8,8'-biphenyl-2,2'-diylbis(2,2,5,5-tetramethyl-2,3,4,5,6,7-hexahydro-1H-cyclopenta[e]as-indacene)